2-(trifluoromethyl)-5,6,7,8-Tetrahydro-[1,2,4]triazolo[1,5-a]pyrazine hydrochloride Cl.FC(C1=NN2C(CNCC2)=N1)(F)F